4-amino-3,3-difluoropyrrole-1-carboxylic acid tert-butyl ester C(C)(C)(C)OC(=O)N1CC(C(=C1)N)(F)F